6-(Dimethylphosphoryl)-7-methoxy-2-methyl-N-{(1R)-1-[2-methyl-3-(trifluoromethyl)phenyl]ethyl}pyrido[2,3-d]pyrimidin-4-amine CP(=O)(C)C1=CC2=C(N=C(N=C2N[C@H](C)C2=C(C(=CC=C2)C(F)(F)F)C)C)N=C1OC